tert-Butyl (tert-butoxycarbonyl)(3-isocyanato-5-(trifluoromethyl)phenyl)carbamate C(C)(C)(C)OC(=O)N(C(OC(C)(C)C)=O)C1=CC(=CC(=C1)C(F)(F)F)N=C=O